C(C)OC(CCC(=O)C1=NC2=C(C=CC=C2C=C1O)C1=C(C=CC=C1)C(F)(F)F)=O 4-[3-hydroxy-8-(2-trifluoromethyl-phenyl)-quinolin-2-yl]-4-oxo-butyric acid ethyl ester